(trimethoxysilyloxy) isobutyrate C(C(C)C)(=O)OO[Si](OC)(OC)OC